NC=1C=CC(=C(C1)O)C(F)(F)F 5-amino-2-(trifluoromethyl)phenol